(2-((5-chloro-2-((5-ethyl-2-methoxy-4-(4-((3S,5R)-3,4,5-trimethylpiperazin-1-yl)piperidin-1-yl)phenyl)amino)pyrimidin-4-yl)amino)-4,5-dimethylphenyl)dimethylphosphine oxide ClC=1C(=NC(=NC1)NC1=C(C=C(C(=C1)CC)N1CCC(CC1)N1C[C@@H](N([C@@H](C1)C)C)C)OC)NC1=C(C=C(C(=C1)C)C)P(C)(C)=O